OCCCOC1=C(C=C2C(=NC(N(C2=C1)C)=O)N1CCOCC2=C1C=CC=C2C#CC2(CC2)C(F)(F)F)C#N 7-(3-hydroxypropoxy)-1-methyl-2-oxo-4-(6-((1-(trifluoromethyl)cyclopropyl)ethynyl)-2,3-dihydrobenzo[e][1,4]oxazepine-1(5H)-yl)-1,2-dihydroquinazoline-6-carbonitrile